BrC=1C2=CN(N=C2C=C(C1NC=1N(C(N(C(N1)=O)C1=CN=CC2=CC=CC(=C12)CNC(OC(C)(C)C)=O)=O)CC1=CC(=C(C(=C1)F)F)F)Cl)C tert-Butyl ((4-(4-((4-bromo-6-chloro-2-methyl-2H-indazol-5-yl)amino)-2,6-dioxo-3-(3,4,5-trifluorobenzyl)-3,6-dihydro-1,3,5-triazin-1(2H)-yl)isoquinolin-5-yl)methyl)carbamate